[N+](=O)([O-])C1=C(C=CC=C1)S(=O)(=O)N1C2C(N(CC1)S(=O)(=O)C1=C(C=CC=C1)[N+](=O)[O-])CSSC2 (syn)-1,4-bis((2-nitrophenyl)sulfonyl)octahydro-[1,2]dithiino[4,5-b]pyrazine